NC1=NC2=C(C=3N1N=C(N3)C3=NC=CC=C3)C(=C(N2CCN2CCN(CC2)C2=C(C=C(C=C2)F)F)C(=O)OC)Cl methyl 5-amino-9-chloro-7-(2-(4-(2,4-difluorophenyl)piperazin-1-yl)ethyl)-2-(pyridin-2-yl)-7H-pyrrolo[3,2-e][1,2,4]triazolo[1,5-c]pyrimidine-8-carboxylate